2,7-di(4-pyridyl)carbazole N1=CC=C(C=C1)C1=CC=2NC3=CC(=CC=C3C2C=C1)C1=CC=NC=C1